Cl.CC1CC2=C(O1)C1=CC(=CC=C1C(C2=O)=O)OC(C=C)=O.BrC=2C(=C(C(=CC2)OC)C(=O)C2=C(C(=C(C=C2C)OC)OC)OC)C (3-bromo-6-methoxy-2-methylphenyl)-(2,3,4-trimethoxy-6-methylphenyl)methanone 2-methyl-4,5-dioxo-2,3,4,5-tetrahydronaphtho[1,2-b]furan-8-yl-acrylate hydrochloride